4-(3-(3-fluoro-4-(2-(piperazin-1-yl)ethoxy)phenyl)-4,4-dimethyl-5-oxo-2-thioxoimidazolidin-1-yl)-2-(trifluoromethyl)benzonitrile FC=1C=C(C=CC1OCCN1CCNCC1)N1C(N(C(C1(C)C)=O)C1=CC(=C(C#N)C=C1)C(F)(F)F)=S